3,5-difluoro-N-hydroxybenzenecarboximidoyl chloride FC=1C=C(C=C(C1)F)C(=NO)Cl